FC1=C(C(=O)O)C(=CC=C1C(F)(F)F)OC1=C(C=C(C=C1)F)OC 2-fluoro-6-(4-fluoro-2-methoxyphenoxy)-3-(Trifluoromethyl)benzoic acid